BrC=1C(=C(OCCC(C(=O)N(C)OC)F)C(=CC1)C(F)(F)F)F 4-(3-bromo-2-fluoro-6-(trifluoromethyl)phenoxy)-2-fluoro-N-methoxy-N-methylbutanamide